(S)-N-(1-(2,2-dimethylcyclopropyl)-2-oxo-1,2-dihydropyridin-3-yl)-6-isopropoxy-2-(1-methyl-2-oxabicyclo[2.1.1]hex-4-yl)-2H-pyrazolo[3,4-b]pyridine-5-carboxamide CC1([C@H](C1)N1C(C(=CC=C1)NC(=O)C1=CC=2C(N=C1OC(C)C)=NN(C2)C21COC(C2)(C1)C)=O)C